6-(pyrazolo[1,5-a]pyrazine-3-carbonyl)-4,5,6,7-tetrahydrothieno[2,3-c]pyridine-3-carboxamide N1=CC(=C2N1C=CN=C2)C(=O)N2CC1=C(CC2)C(=CS1)C(=O)N